4-(dimethylvinylsilylmethyl)styrene CC(=C[SiH2]CC1=CC=C(C=C)C=C1)C